CN1C(C=CC=C1)N N-methyl-2-aminopyridine